imidazo[2,1-b][1,3,4]Thiadiazole-5-carbonitrile S1C=2N(N=C1)C(=CN2)C#N